C(C)(C)(C)S(=O)(=O)C=1C(=CC=2N(C1)C(=CN2)C=2C=C(C(=C(C2)NCCCO)OC)F)OC 3-((5-(6-(Tert-Butylsulfonyl)-7-methoxyimidazo[1,2-a]pyridin-3-yl)-3-fluoro-2-methoxyphenyl)amino)propan-1-ol